C(C)(=O)N(C(OC(C)(C)C)=O)C1C(COC2=CC=CC=C12)CCC(C)(C)C#N tert-butyl acetyl(3-(3-cyano-3-methylbutyl)chroman-4-yl)carbamate